[2,2'-bipyridine]-6,6'-dicarboxaldehyde N1=C(C=CC=C1C=O)C1=NC(=CC=C1)C=O